C(C)(C)(C)OC(=O)N[C@@H]1CN(CC1)S(=O)(=O)C1=CC(=C(N1)C(=O)O)C (S)-5-((3-((tert-butoxycarbonyl)amino)pyrrolidin-1-yl)sulfonyl)-3-methyl-1H-pyrrole-2-carboxylic acid